C(C)(C)(C)OC(=O)N1CCC1 1-tert-butoxycarbonyl-azetidine